C1=C2C=C3C(=NC2=CC=N1)N1C(=N3)C=CN=C1 Pyrimido[6',1':2,3]imidazo[4,5-b][1,6]naphthyridine